5-(2-(((1-fluorocyclohexyl)methyl)amino)-7H-pyrrolo[2,3-d]pyrimidin-5-yl)-N-(pyridin-3-yl)pyrazolo[1,5-a]pyridine-3-carboxamide FC1(CCCCC1)CNC=1N=CC2=C(N1)NC=C2C2=CC=1N(C=C2)N=CC1C(=O)NC=1C=NC=CC1